2-oxo-7-(thiophen-2-yl)-1,2-dihydroquinoline-3-carboxamide O=C1NC2=CC(=CC=C2C=C1C(=O)N)C=1SC=CC1